(2R)-2-(9H-fluoren-9-ylmethoxycarbonylamino)-3-(trifluoromethylsulfanyl)-propionic acid tert-butyl ester C(C)(C)(C)OC([C@H](CSC(F)(F)F)NC(=O)OCC1C2=CC=CC=C2C=2C=CC=CC12)=O